O(C1=CC=CC=C1)C=1N=NC=CC1 phenoxypyridazine